2-{3-[(2R,6S)-2,6-Dimethylmorpholin-4-carbonyl]-5,6-dihydrocyclopenta[c]pyrazol-1(4H)-yl}-1-[4-(2,3,5-trifluorophenyl)piperidin-1-yl]ethan-1-on C[C@@H]1CN(C[C@@H](O1)C)C(=O)C=1C2=C(N(N1)CC(=O)N1CCC(CC1)C1=C(C(=CC(=C1)F)F)F)CCC2